2-((4-(cyclooctyloxy)-3-methoxy-2-methylene-4-oxobutanoyl)oxy)acetic acid C1(CCCCCCC1)OC(C(C(C(=O)OCC(=O)O)=C)OC)=O